(S)-2-(4-(8-amino-6-(4-methylpyridin-3-yl)isoquinolin-3-ylamino)-1H-pyrazol-1-yl)propionitrile NC=1C=C(C=C2C=C(N=CC12)NC=1C=NN(C1)[C@H](C#N)C)C=1C=NC=CC1C